C(C)OC(=O)C1=CC=NN1C1=NC=C(C=C1)C#N (5-cyanopyridin-2-yl)-1H-pyrazole-5-carboxylic acid ethyl ester